N1=CNC2=NC=CC(=C21)C=2C=NN(C2)C2=CC=C(C=N2)C(C(F)(F)F)N(C)C 1-(6-(4-(3H-imidazo[4,5-b]pyridin-7-yl)-1H-pyrazol-1-yl)pyridin-3-yl)-2,2,2-trifluoro-N,N-dimethylethanamine